FC([C@H]1N(C(OC1)=C=O)C1=NN2CCOC3=C(C2=C1)C=CC(=C3)O[C@H](C(=O)N)C)F (S)-2-((2-((S)-4-(difluoromethyl)-2-carbonyloxazolidin-3-yl)-5,6-dihydrobenzo[f]pyrazolo[1,5-d][1,4]oxazepin-9-yl)oxy)propanamide